C(C)(C)(C)C=1C=C(C=CC1)C(C(=O)NCC=1SC=C2C1CN(C2=O)C2C(NC(CC2)=O)=O)=O 2-(3-tert-butyl-phenyl)-N-((5-(2,6-dioxopiperidin-3-yl)-4-oxo-5,6-dihydro-4H-thieno[3,4-c]pyrrol-1-yl)methyl)-2-oxoacetamide